NC=1C2=C(C(NN1)=O)N(N=C2C2=CC=C(CNC(C1=C(C=CC(=C1)F)OC)=O)C=C2)C2(CC2)CF N-(4-(4-amino-1-(1-(fluoromethyl)cyclopropyl)-7-oxo-6,7-dihydro-1H-pyrazolo[3,4-d]pyridazin-3-yl)benzyl)-5-fluoro-2-methoxybenzamide